6-chloro-N-(3-methyl-4-((6-methylpyridin-3-yl)oxy)phenyl)pyrido[3,2-d]pyrimidin-4-amine ClC=1C=CC=2N=CN=C(C2N1)NC1=CC(=C(C=C1)OC=1C=NC(=CC1)C)C